NC=1C2=C(N=CN1)N(C(=C2C2=CC=C(C=C2)OC2=CC=CC=C2)C#CC2CN(C2)C2CCN(CC2)C(C=C)=O)C2COCC2 1-(4-(3-((4-amino-5-(4-phenoxyphenyl)-7-(tetrahydrofuran-3-yl)-7H-pyrrolo[2,3-d]pyrimidin-6-yl)ethynyl)azetidin-1-yl)piperidin-1-yl)prop-2-en-1-one